TRANS-2-FLUORO-CYCLOPROPANECARBOXYLIC ACID F[C@H]1[C@@H](C1)C(=O)O